O=C1N(C=CC(=C1)B1OC(C(O1)(C)C)(C)C)CCCC(=O)OCC1=CC=CC=C1 benzyl (3-(2-oxo-4-(4,4,5,5-tetramethyl-1,3,2-dioxaborolan-2-yl)pyridin-1(2H)-yl)propyl)carboxylate